2-cyclopropyl-1-((1R,3s,5S)-3-((4-(4,5-dihydrofuran-2-yl)-6-((5-methyl-1H-pyrazol-3-yl)amino)pyrimidin-2-yl)(methyl)amino)-9-azabicyclo[3.3.1]nonan-9-yl)ethan-1-one C1(CC1)CC(=O)N1[C@H]2CC(C[C@@H]1CCC2)N(C)C2=NC(=CC(=N2)C=2OCCC2)NC2=NNC(=C2)C